4-chloro-2,3-dinitrobenzoic acid ClC1=C(C(=C(C(=O)O)C=C1)[N+](=O)[O-])[N+](=O)[O-]